(Z)-2-(5-chloro-1H-indol-3-yl)-3-(4-(4-fluorophenoxy)pyridin-3-yl)acrylonitrile ClC=1C=C2C(=CNC2=CC1)/C(/C#N)=C/C=1C=NC=CC1OC1=CC=C(C=C1)F